racemic-1-(3-chlorophenyl)-3-(6-(methylsulfonyl)isoquinolin-4-yl)-2-oxoimidazolidine-4-carbonitrile ClC=1C=C(C=CC1)N1C(N([C@H](C1)C#N)C1=CN=CC2=CC=C(C=C12)S(=O)(=O)C)=O |r|